tert-butyl N-[(E)-3-[4-(hydroxymethyl)phenyl]allyl]carbamate OCC1=CC=C(C=C1)/C=C/CNC(OC(C)(C)C)=O